BrC1=CC=C(C=C1)C(CCC(=O)O)(C)C#N.C(CCCCCCCCCCCCCCCCC)NC(CCCCC(=O)NCCCCCCCCCCCCCCCCCC)=O N,N'-distearyl-adipamide 4-(4-bromophenyl)-4-cyanopentanoate